O=C(CCCCCCCCCCCCCCC)N[C@@H](CCCCN)C(=O)N[C@@H](C(C)C)C(=O)N[C@@H](CCCCN)C(=O)O N2-(1-oxohexadecyl)-lysyl-valyl-lysine